N-(4-methyl-3-(3-methyl-1H-1,2,4-triazol-5-yl)thiophen-2-yl)-2-(quinoxalin-5-yl)acetamide CC=1C(=C(SC1)NC(CC1=C2N=CC=NC2=CC=C1)=O)C1=NC(=NN1)C